N[C@@H](CCC(=O)NCC)C(=O)O |o1:1| reL-theanine